ClC=1C=C2C(=NC1N1CCN(CC1)C1(COC1)C)N(N=C2)C=2C=NN(C2)C2CC2 5-chloro-1-(1-cyclopropyl-1H-pyrazol-4-yl)-6-[4-(3-methyloxetan-3-yl)piperazin-1-yl]-1H-pyrazolo[3,4-b]pyridine